di[2,4-di-t-butylphenyl] chlorophosphite P(OC1=C(C=C(C=C1)C(C)(C)C)C(C)(C)C)(OC1=C(C=C(C=C1)C(C)(C)C)C(C)(C)C)Cl